COC1=C(CC2NCCCCC2)C=CC=C1OC 2-(2,3-dimethoxybenzyl)azepane